C1(CC1)S(=O)(=O)N1C[C@H]([C@@H](CC1)NC1=NN2C(C=N1)=C(C=C2C2=C(C=CC(=C2)F)F)F)O (3R,4R)-1-(cyclopropylsulfonyl)-4-((7-(2,5-difluorophenyl)-5-fluoropyrrolo[2,1-f][1,2,4]triazin-2-yl)amino)piperidin-3-ol